(4-((5-(3-((1H-Indol-5-yl)oxy)phenyl)-4H-1,2,4-triazol-3-yl)methyl)phenyl)heptanoic acid N1C=CC2=CC(=CC=C12)OC=1C=C(C=CC1)C=1NC(=NN1)CC1=CC=C(C=C1)C(C(=O)O)CCCCC